triiso-propylsilylcyclohexyl maleate C(\C=C/C(=O)[O-])(=O)OC1(CCCCC1)[Si](C(C)C)(C(C)C)C(C)C